ClC1=CC2=C(CCN(S2(=O)=O)[C@H](C(=O)NN)C(C)C2=C(C(=CC=C2F)C)C)C=C1 (2S)-2-(7-chloro-1,1-dioxido-3,4-dihydro-2H-benzo[e][1,2]thiazin-2-yl)-3-(6-fluoro-2,3-dimethylphenyl)butanehydrazide